tert-butyl 3-[2-[3-(2,6-dioxo-3-piperidyl)phenyl]ethyl]-3-fluoro-azetidine-1-carboxylate O=C1NC(CCC1C=1C=C(C=CC1)CCC1(CN(C1)C(=O)OC(C)(C)C)F)=O